ethyl 2,4-dihydroxy-6-methyl-pyridine-3-carboxylate OC1=NC(=CC(=C1C(=O)OCC)O)C